tert-butyl 3-(3-(hydroxymethyl)cyclobutyl)azetidine-1-carboxylate OCC1CC(C1)C1CN(C1)C(=O)OC(C)(C)C